C(=O)OC\C=C\CCC (E)-2-hexen-1-yl formate